C(#C)[C@@H]1N([C@H]2C(N(C[C@@H]1C2)C2=CC=C(C=C2)C(F)(F)F)=O)C(=O)OC(C)(C)C tert-butyl (1S,5R,7R)-7-ethynyl-4-oxo-3-(4-(trifluoromethyl)phenyl)-3,6-diazabicyclo[3.2.1]octane-6-carboxylate